5-((2,4-dimethylthiazol-5-yl)methoxy)-N-(4-(hydroxymethyl)tetrahydro-2H-pyran-4-yl)-2-methylbenzofuran-3-carboxamide CC=1SC(=C(N1)C)COC=1C=CC2=C(C(=C(O2)C)C(=O)NC2(CCOCC2)CO)C1